(S)-2-(2-((3,4-dimethyl-2-oxo-7-((2,4,6-trifluorobenzyl)carbamoyl)-3,4-dihydroquinazolin-1(2H)-yl)methyl)-3,4-difluorophenoxy)acetic acid CN1C(N(C2=CC(=CC=C2[C@@H]1C)C(NCC1=C(C=C(C=C1F)F)F)=O)CC1=C(OCC(=O)O)C=CC(=C1F)F)=O